(E)-1-(3-(dimethylamino)-4,5-dimethoxyphenyl)-3-(2-fluoro-4-methoxyphenyl)prop-2-en-1-one CN(C=1C=C(C=C(C1OC)OC)C(\C=C\C1=C(C=C(C=C1)OC)F)=O)C